2-Nonylphenol acrylate C(C=C)(=O)OC1=C(C=CC=C1)CCCCCCCCC